BrC1=CC(=C(C(=C1)OC[C@H]1CNCCS1)C1=CC(=NN1)NC=1N=CC(=NC1)C#N)OC (R)-5-((5-(4-bromo-2-methoxy-6-(thiomorpholin-2-ylmethoxy)phenyl)-1H-pyrazol-3-yl)amino)pyrazine-2-carbonitrile